CC=1C(=CC=2C(CC(C(C2C1)(C)C)C)(C)C)C(C)=O 1-(5,6,7,8-tetrahydro-3,5,5,6,8,8-hexamethyl-2-naphthyl)ethan-1-one